O=C1C=2N(C=CN1[C@H]1CN(CCC1)C(=O)OC(C)(C)C)C=CN2 (R)-tert-butyl 3-(8-oxoimidazo[1,2-a]pyrazin-7(8H)-yl)piperidine-1-carboxylate